O[C@@H](CC(=O)C1(O)[C@H](NC(C[C@@H](CCCCCCC)O)=O)[C@@H](O)[C@H](O)[C@H](O1)CO)CCCCCCCCCCC [R-3-Hydroxymyristoyl]-N-[R-3-hydroxydecanoyl]-glucosamine